N,N'-diethyl-piperazine C(C)N1CCN(CC1)CC